BrC1=CC=C(C=C1)C1N(C(C12CCCCC2)=O)CC2=C1C=CN(C1=C(C=C2C)C)C(=O)OC(C)(C)C tert-butyl 4-((1-(4-bromophenyl)-3-oxo-2-azaspiro[3.5]nonan-2-yl)methyl)-5,7-dimethyl-1H-indole-1-carboxylate